5-methyl-6,7-dihydropyrazolo[4,3-c]pyridin-4-one CN1C(C2=C(CC1)NN=C2)=O